F[C@H]1CN(CC[C@H]1NC1=NN2C(C(=N1)OC)=C(C=C2)C=2C=NC=1N(C2)C=CN1)C1COC1 N-((3S,4R)-3-Fluoro-1-(oxetan-3-yl)piperidin-4-yl)-5-(imidazo[1,2-a]pyrimidin-6-yl)-4-methoxypyrrolo[2,1-f][1,2,4]triazin-2-amine